N-((1-((4-methoxy-3-((2-methoxyphenyl)sulfonamido)benzo[d]isoxazol-6-yl)methyl)-1H-pyrazol-4-yl)methyl)-N-methylacrylamide COC1=CC(=CC2=C1C(=NO2)NS(=O)(=O)C2=C(C=CC=C2)OC)CN2N=CC(=C2)CN(C(C=C)=O)C